2-(cyclopropylmethoxy)-N-(4-(difluoromethoxy)phenyl)-5-nitropyrimidin-4-amine C1(CC1)COC1=NC=C(C(=N1)NC1=CC=C(C=C1)OC(F)F)[N+](=O)[O-]